C(C)(=O)C1=NN(C2=CC=C(C=C12)C=1C=NC(=NC1)C)CC(=O)N1[C@@H]2C[C@@]2(C[C@H]1C(=O)NCCCNC)C (1R,3S,5R)-2-(2-(3-acetyl-5-(2-methylpyrimidin-5-yl)-1H-indazol-1-yl)acetyl)-5-methyl-N-(3-(methylamino)propyl)-2-azabicyclo[3.1.0]hexane-3-carboxamide